BrC1=CC=C(C=2SC(=CC21)C(=O)O)F 4-bromo-7-fluorobenzo[b]thiophene-2-carboxylic acid